C(C)(=O)C1=NN(C2=CC=C(C=C12)C=1SC2C(N1)CCCC2)CC(=O)N2[C@@H](C[C@H](C2)F)C(=O)NC2=NC(=CC=C2)Br (2S,4R)-1-(2-(3-acetyl-5-(3a,4,5,6,7,7a-hexahydrobenzo[d]thiazol-2-yl)-1H-indazol-1-yl)acetyl)-N-(6-bromopyridin-2-yl)-4-fluoropyrrolidine-2-carboxamide